(RS)-1-(2-naphthyl)ethanol C1=C(C=CC2=CC=CC=C12)[C@@H](C)O |r|